FC(C1=NN=C(O1)C1=CC(=C(CN2N=NC(=C2)C=2C=CC(=NC2)N)C(=C1)F)F)F 5-(1-(4-(5-(difluoromethyl)-1,3,4-oxadiazol-2-yl)-2,6-difluorobenzyl)-1H-1,2,3-triazol-4-yl)pyridin-2-amine